(S)-2-amino-3-(2-oxopyrrolidin-1-yl)propionic acid hydrochloride Cl.N[C@H](C(=O)O)CN1C(CCC1)=O